tert-butyl 4-(((5-bromo-1-oxo-1,3-dihydroisobenzofuran-4-yl) oxy) methyl)-3-methyl-3,6-dihydropyridine-1(2H)-carboxylate BrC=1C(=C2COC(C2=CC1)=O)OCC=1C(CN(CC1)C(=O)OC(C)(C)C)C